BrC1=C2C(=C(C=3CCOC31)CCNCC3=C(C=CC=C3)OC)OCC2 2-(4-bromo-2,3,6,7-tetrahydrofurano[2,3-f][1]benzofuran-8-yl)-N-[(2-methoxy-phenyl)methyl]ethylamine